ONC(=O)C=1CCN(CC1)S(=O)(=O)C1=CC=C(C=C1)C=1C=NN(C1)C1CCN(CC1)C N-hydroxyl-1-((4-(1-(1-methylpiperidine-4-yl)-1H-pyrazol-4-yl)phenyl)sulfonyl)-1,2,3,6-tetrahydropyridine-4-formamide